(1-(4-(6-isopropyl-5-(8-methoxy-[1,2,4]triazolo[1,5-a]pyridin-6-yl)-4H-pyrrolo[3,2-d]thiazol-2-yl)cyclohexyl)azetidin-3,3-diyl)dimethanol C(C)(C)C1=C(NC2=C1N=C(S2)C2CCC(CC2)N2CC(C2)(CO)CO)C=2C=C(C=1N(C2)N=CN1)OC